O1CCN(CC1)CCCNC(=O)N1N=CC(=C1)C=1SC=C(N1)C(=O)N 2-(1-((3-morpholinopropyl)carbamoyl)-1H-pyrazol-4-yl)thiazole-4-carboxamide